OC[C@H](C1=CC=CC=C1)NC1=NC(=NC=C1C=1OC=NN1)NC1=CC=C2C(N=CN(C2=C1)C)=O (S)-7-(4-(2-hydroxy-1-phenylethylamino)-5-(1,3,4-oxadiazol-2-yl)pyrimidin-2-yl-amino)-1-methylquinazolin-4(1H)-one